ClC=1C=C(C=C(C1)F)N1CCC=2C=C(N=CC2[C@@H]1C)C(=O)O (S)-7-(3-chloro-5-fluorophenyl)-8-methyl-5,6,7,8-tetrahydro-2,7-naphthyridine-3-carboxylic acid